4-ethyl-1-(7-fluoro-4-isopropyl-2-(pentan-3-yloxy)quinolin-6-yl)-3-(hydroxymethyl)-1H-1,2,4-triazol-5(4H)-one C(C)N1C(=NN(C1=O)C=1C=C2C(=CC(=NC2=CC1F)OC(CC)CC)C(C)C)CO